1-methyl-5-(2-fluoroanilino)-1,5-dihydro-4H-pyrazolo[3,4-d]pyrimidine-4-one CN1N=CC2=C1N=CN(C2=O)NC2=C(C=CC=C2)F